3-(4-((6-aminohexyl)thio)-1-oxoisoindolin-2-yl)piperidine-2,6-dione NCCCCCCSC1=C2CN(C(C2=CC=C1)=O)C1C(NC(CC1)=O)=O